N'-(2,2,3,3,4,4,4-heptafluorobutanoyl)-5-((3aS,4S,6aR)-2-oxohexahydro-1H-thieno[3,4-d]imidazol-4-yl)pentanehydrazide FC(C(=O)NNC(CCCC[C@@H]1SC[C@@H]2NC(N[C@@H]21)=O)=O)(C(C(F)(F)F)(F)F)F